(1S,2S)-1-(2-cyanophenyl)-1-(3-fluoro-1-isopropyl-1H-pyrazol-4-yl)propan C(#N)C1=C(C=CC=C1)[C@H](CC)C=1C(=NN(C1)C(C)C)F